(R)-2-((3-chloro-5-(2-(6-((2-methoxyethyl)(methyl)amino)-2-methylhex-3-yl)-2,6-diazaspiro[3.4]oct-6-yl)-1,2,4-triazin-6-yl)oxy)-N-ethyl-5-fluoro-N-isopropylbenzamide fumarate C(\C=C\C(=O)O)(=O)O.ClC=1N=NC(=C(N1)N1CC2(CN(C2)[C@@H](C(C)C)CCCN(C)CCOC)CC1)OC1=C(C(=O)N(C(C)C)CC)C=C(C=C1)F